FC1=C(C(=CC=C1)F)C=1NC2=C(C3=C(N1)C(=NN3)C)C=C(N=C2C)N2CCC(CC2)O 1-(5-(2,6-difluorophenyl)-3,7-dimethyl-1,6-dihydropyrazolo[4,3-d]pyrido[4,3-f][1,3]diazepin-9-yl)piperidin-4-ol